BrC1=CC=C(C=C1)C1=NN(C(=N1)CCCC)C1=CC=C(C=C1)OC1=CC=C(C=C1)Cl 3-(4-Bromophenyl)-5-butyl-1-(4-(4-chlorophenoxy)phenyl)-1H-1,2,4-triazole